C1C(CCC2CC(CCC12)C(=O)O)C(=O)O decahydro-2,6-naphthalenedicarboxylic acid